C(=O)C=1C=C2CC[C@H](C2=CC1)NC(OC(C)(C)C)=O tert-butyl (R)-(5-formyl-2,3-dihydro-1H-inden-1-yl)carbamate